ClC=1C=C2C(=CC1)N(C(C21CCN(CC1)CCOC=1C=NC(=NC1)C1(CC1)S(=O)(=O)C)=O)C([2H])([2H])[2H] 5-chloro-1'-(2-{[2-(1-methanesulfonylcyclopropyl)pyrimidin-5-yl]oxy}ethyl)-1-(2H3)methyl-1,2-dihydrospiro[indole-3,4'-piperidin]-2-one